2-(4-Chloro-1H-benzo[d]imidazole-2-carbonyl)-1-methyl-1,2,3,4-tetrahydropyrrolo[1,2-a]pyrazine-6-carbonitrile ClC1=CC=CC=2NC(=NC21)C(=O)N2C(C=1N(CC2)C(=CC1)C#N)C